[N+](=O)([O-])C1=CC=C(C=C1)COC(=O)N[C@H](C(=O)OC)[C@@H](C)OCC12COC(CC1)CC2 Methyl (2S,3R)-2-({[(4-nitrophenyl)methoxy] carbonyl} amino)-3-{2-oxabicyclo[2.2.2]octan-4-ylmethoxy}butanoate